CCCCCCCCCCCCCCCCCCCC(=O)O[C@H](COC(=O)CCCCCCC/C=C\CCCCCCCCC)COP(=O)(O)OC[C@H](CO)O 1-(9Z-nonadecenoyl)-2-eicosanoyl-glycero-3-phospho-(1'-sn-glycerol)